Cl.NC1CCC=2C(=C(SC2)C#N)C1 6-amino-4,5,6,7-tetrahydro-2-benzothiophene-1-carbonitrile hydrochloride